FC(OC1=C(C=C(C=C1)OC1=CC(=CC=C1)CN1[C@@H](COCC1)CO)C1=NN(C=C1NC(=O)C=1C=NN2C1N=CC=C2)C)F |r| N-[3-[2-(difluoromethoxy)-5-[3-[[rac-(3R)-3-(hydroxymethyl)morpholin-4-yl]methyl]phenoxy]phenyl]-1-methyl-pyrazol-4-yl]pyrazolo[1,5-a]pyrimidine-3-carboxamide